5-methyl-4,5,6,7-tetrahydro-1H-benzo[1,2,3]triazole CC1CC2=C(NN=N2)CC1